C(C=C)(=O)OCCCO acrylic acid, 3-hydroxypropyl ester